FC1=CC=C(C=C1)C=1C(C(=NN(C1)C(C)C)C(=O)NC1=NC=C(C=C1)OC=1C=C2C=NN(C2=CC1C=1C=NNC1)C)=O 5-(4-fluorophenyl)-1-isopropyl-N-(5-((1-methyl-6-(1H-pyrazol-4-yl)-1H-indazol-5-yl)oxy)pyridin-2-yl)-4-oxo-1,4-dihydropyridazine-3-carboxamide